C(C)(C)(C)C1=NC(=CC(=C1)C(C)(C)C)C(C)(C)C 2,4,6-tritert-butylpyridine